Cl.Cl.N(=NC(C(=N)N)(C)C)C(C(=N)N)(C)C 2,2'-azobis(2-methylpropionamidine) dihydrochloric acid salt